BrC1=C(C=C(C=C1)C1(CC1)C(=O)N)OC 1-(4-bromo-3-methoxyphenyl)cyclopropane-1-carboxamide